tert-Butyl 4-(6-cyano-1-methyl-3-nitro-2-oxo-1,2-dihydro-1,5-naphthyridin-4-yl)-3-(2-methoxy-2-oxoethyl)piperazine-1-carboxylate C(#N)C=1N=C2C(=C(C(N(C2=CC1)C)=O)[N+](=O)[O-])N1C(CN(CC1)C(=O)OC(C)(C)C)CC(=O)OC